2-[2-(3,4-difluoro-2-methyl-phenoxy)-4-methyl-5-(trifluoromethyl)-3-pyridyl]-5-imidazol-1-yl-1H-1,6-naphthyridin-4-one FC=1C(=C(OC2=NC=C(C(=C2C=2NC3=CC=NC(=C3C(C2)=O)N2C=NC=C2)C)C(F)(F)F)C=CC1F)C